BrC=1C=CC(=NC1)OCC(=O)N1CCN(CC1)C(=O)OC(C)(C)C tert-butyl 4-(2-((5-bromopyridin-2-yl)oxy)acetyl)piperazin-1-carboxylate